[Si](C)(C)(C(C)(C)C)N=S1(NC(C2=C1C=C(C=C2)C(=O)OC)=O)=O methyl 1-[(tert-butyldimethylsilyl)imino]-1,3-dioxo-2,3-dihydro-1λ6,2-benzothiazole-6-carboxylate